C1(=CC(=CC=C1)CN)CN m-phenylenedimethylenediamine